C(#N)C1=C(C2=C(NC(=N2)[C@@H](NC(=O)C=2N(N=CC2)CC)C2CCC(CC2)C)C=C1)F N-[(S)-(5-cyano-4-fluoro-1H-benzimidazol-2-yl)(4-methylcyclohexyl)methyl]-2-ethyl-pyrazole-3-carboxamide